CC1=NN(C2=NC=CC(=C21)B2OC(C(O2)(C)C)(C)C)COCC[Si](C)(C)C 3-Methyl-4-(4,4,5,5-tetramethyl-1,3,2-dioxaborolan-2-yl)-1-((2-(trimethylsilyl)ethoxy)methyl)-1H-pyrazolo[3,4-b]pyridine